ClC=1N=C(C2=C(N1)CCCS2)NC2=C(C=NC=C2Cl)Cl chloro-N-(3,5-dichloropyridin-4-yl)-7,8-dihydro-6H-thiopyrano[3,2-d]pyrimidin-4-amine